O,O-dimethyl alpha-(2,4-dichlorophenoxyacetoxy)ethylphosphonate ClC1=C(OCC(=O)OC(C)P(OC)(OC)=O)C=CC(=C1)Cl